(S)-piperidine N1CCCCC1